CN1C=NC=C1C1CCN(CC1)S(=O)(=O)C=1C=C(C=CC1)NC1=CSC=C1 N-(3-((4-(1-methyl-1H-imidazole-5-yl)piperidine-1-yl)sulfonyl)phenyl)thiophene-3-amine